5-(tert-butyl) 3-ethyl 1-(4-cyclobutylphenyl)-1,4,6,7-tetrahydro-5H-pyrazolo[4,3-c]pyridine-3,5-dicarboxylate C1(CCC1)C1=CC=C(C=C1)N1N=C(C=2CN(CCC21)C(=O)OC(C)(C)C)C(=O)OCC